FC([C@@H]1CN(CC1)C[C@@H](C)[C@H]1CC[C@H]2\C(\CCC[C@]12C)=C\C=C1C[C@H](C[C@@H](C1)O)O)F (1R,3R)-5-(2-((1R,3aS,7aR,E)-1-((S)-1-((S)-3-(difluoromethyl)pyrrolidin-1-yl)propan-2-yl)-7a-methyloctahydro-4H-inden-ylidene)ethylidene)cyclohexane-1,3-diol